[Na].ClC=1C(=NC=CC1S)N(C([2H])[2H])CC1=CC=C(C=C1)OC 3-Chloro-2-((4-methoxybenzyl)(methyl-d2)amino)pyridine-4-thiol sodium